C(OC1=CC(=CN=N1)C=1C=CC=C(C1)O)([2H])([2H])[2H] 5-{6-(2H3)methoxypyridazin-4-yl}phenol